ClC1=C2C(N(C(NC2=C(C=C1)S(=O)(=O)C1=CC(=C2C=CN(C2=C1)[C@H]1[C@@H](C1)N(C)C)F)=O)O)=O 5-chloro-8-((1-((1R,2R)-2-(dimethylamino)cyclopropyl)-4-fluoro-1H-indol-6-yl)sulfonyl)-3-hydroxyquinazoline-2,4(1H,3H)-dione